CC1([C@H](C1)C(=O)N1CC2(C1)CN(C[C@H]2CO)C(=O)C=2C=NN(C2)CC2=C(C(=O)OCCCC)C=CC=C2)C Z-butyl 2-((4-((S)-2-((s)-2,2-dimethylcyclopropane-1-carbonyl)-8-(hydroxymethyl)-2,6-diazaspiro[3.4]octane-6-carbonyl)-1H-pyrazol-1-yl)methyl)benzoate